FC1(C(C1)N1N=CC=C1CC)F 1-(2,2-difluorocyclopropyl)-5-ethyl-1H-pyrazol